(R)-N-(5-(3-hydroxypiperidin-1-yl)-2-morpholinothiazolo[4,5-b]pyridin-6-yl)-2-(2-methylpyridin-4-yl)oxazole-4-carboxamide O[C@H]1CN(CCC1)C1=C(C=C2C(=N1)N=C(S2)N2CCOCC2)NC(=O)C=2N=C(OC2)C2=CC(=NC=C2)C